C1(=CC=CC=C1)SC1=CC=C(C=C1)[SH2+] (4-(phenylthio)phenyl)sulfonium